dimethyl-4-(6-methylpyridin-2-yloxy)thiazol-2-amine CN(C=1SC=C(N1)OC1=NC(=CC=C1)C)C